3-(3-Chloro-4-(4-(4-hydroxyphenyl)piperidin-1-yl)phenyl)piperidine-2,6-dione ClC=1C=C(C=CC1N1CCC(CC1)C1=CC=C(C=C1)O)C1C(NC(CC1)=O)=O